4-(methyl-d3)-5-phenylpyridine C(C1=CC=NC=C1C1=CC=CC=C1)([2H])([2H])[2H]